FC=1C=C(C=CC1)C=1C2=C(N=C(N1)NCC1CN(CCO1)C)CN(C2)C#N 4-(3-fluorophenyl)-2-(((4-methylmorpholin-2-yl)methyl)amino)-5,7-dihydro-6H-pyrrolo[3,4-d]pyrimidine-6-carbonitrile